BrC1=CC=C(C=C1)C1NC2C(OC1)CCC2 3-(4-bromophenyl)octahydrocyclopenta[b][1,4]oxazine